tert-butyl 5-[1,8-dimethyl-2-oxo-5-[[(1R)-1-[3-(trifluoromethyl)phenyl]ethyl]amino]pyrido[2,3-d]pyridazin-3-yl]-3,6-dihydro-2H-pyridine-1-carboxylate CN1C(C(=CC=2C1=C(N=NC2N[C@H](C)C2=CC(=CC=C2)C(F)(F)F)C)C2=CCCN(C2)C(=O)OC(C)(C)C)=O